Cl.NC[C@@H]1CN(CC1)CC=1C=C(C(=C(C#N)C1)OCC)Cl (R)-5-((3-(aminomethyl)pyrrolidin-1-yl)methyl)-3-chloro-2-ethoxybenzonitrile hydrochloride